S(=O)(=O)OO peroxysulfonic acid